C1(CC1)C=1SC(=C(N1)C)S(=O)(=O)N1CC2(C1)CN(C2)C2CCOCC2 2-cyclopropyl-4-methyl-5-((6-(tetrahydro-2H-pyran-4-yl)-2,6-diazaspiro[3.3]heptan-2-yl)sulfonyl)thiazole